rac-N-((1R,3S)-3-Methoxycyclopentyl)-2-(1-methyl-1H-imidazol-2-yl)-6-(1-methyl-1H-pyrazol-3-yl)-5-phenylthieno[2,3-d]pyrimidin-4-amine CO[C@@H]1C[C@@H](CC1)NC=1C2=C(N=C(N1)C=1N(C=CN1)C)SC(=C2C2=CC=CC=C2)C2=NN(C=C2)C |r|